tert-butyl (16S,19S)-14-methyl-15-oxo-20-oxa-9,14,17,27-tetrazapentacyclo[19.3.1.16,9.116,19.02,7]heptacosa-1(25),2,4,6(27),7,21,23-heptaene-17-carboxylate CN1CCCCN2C=C3C(C=CC=C3C=3C=CC=C(O[C@@H]4CN([C@H](C1=O)C4)C(=O)OC(C)(C)C)C3)=N2